4-[3-(3-Chloro-4-methoxy-phenyl)-benzofuran-2-yl]-benzenesulfonamide ClC=1C=C(C=CC1OC)C1=C(OC2=C1C=CC=C2)C2=CC=C(C=C2)S(=O)(=O)N